1-N'-(4-Fluorophenyl)-1-N-[4-[7-[2-(4-methylpiperazin-1-yl)pyridin-4-yl]quinolin-4-yl]oxyphenyl]cyclopropane-1,1-dicarboxamide FC1=CC=C(C=C1)NC(=O)C1(CC1)C(=O)NC1=CC=C(C=C1)OC1=CC=NC2=CC(=CC=C12)C1=CC(=NC=C1)N1CCN(CC1)C